tert-butyl (R)-3-((6-chloro-1-methyl-1H-pyrrolo[2,3-b]pyridin-4-yl)oxy)pyrrolidine-1-carboxylate ClC1=CC(=C2C(=N1)N(C=C2)C)O[C@H]2CN(CC2)C(=O)OC(C)(C)C